3-(4-((1R,5S)-3,8-diazabicyclo[3.2.1]octan-3-yl)-8-fluoro-2-(((2R,7aS)-2-fluorohexahydro-1H-pyrrolizin-7a-yl)methoxy)pyrido[4,3-d]pyrimidin-7-yl)-5-chloro-4-isopropylphenol [C@H]12CN(C[C@H](CC1)N2)C=2C1=C(N=C(N2)OC[C@]23CCCN3C[C@@H](C2)F)C(=C(N=C1)C=1C=C(C=C(C1C(C)C)Cl)O)F